N[C@@H](CC1=C(C=2N=NC=C(C2S1)NCC=1SC=CC1)C)C 6-[(2R)-2-aminopropyl]-7-methyl-N-[(thiophen-2-yl)methyl]thieno[3,2-c]pyridazin-4-amine